N1=C(C=NC2=C1C=CC=N2)C=2C=NC1=C(N=CC=N1)N2 pyridopyrazinyl-(pyrazinopyrazine)